OCCOC=1C2=CC=CC=C2C=2C=C(C=CC2C1)C1(C2=CC=C(C=C2C=2C=C(C=CC12)C1=CC2=CC=CC=C2C=C1)C1=CC2=CC=CC=C2C=C1)C=1C=CC=2C=C(C3=CC=CC=C3C2C1)OCCO 9,9-bis[9-(2-hydroxyethoxy)-3-phenanthryl]-3,6-di(2-naphthyl)fluorene